tert-butyl 6-bromo-7-fluoro-1-oxo-3,4-dihydroisoquinoline-2(1H)-carboxylate BrC=1C=C2CCN(C(C2=CC1F)=O)C(=O)OC(C)(C)C